7-bromo-5-tert-butyl-6-methoxy-2-methyl-1H-indene BrC=1C(=C(C=C2C=C(CC12)C)C(C)(C)C)OC